(Z)-3-(1-((1-Methyl-1H-1,2,4-triazol-3-yl)amino)ethylidene)-5-(4-methylpyridin-3-yl)-1H-pyrrolo[2,3-c]pyridin-2(3H)-one CN1N=C(N=C1)N\C(\C)=C\1/C(NC2=CN=C(C=C21)C=2C=NC=CC2C)=O